C(C)C1=NC=CC(=C1)C1=CC=NC=C1 2-ethyl-4,4'-bipyridine